BrCC=1CC=NCC1 4-(bromomethyl)-3,6-dihydropyridine